COC(=O)N1CC(CC1)O 3-Hydroxy-pyrrolidine-1-carboxylic acid methyl ester